CN1C(OC2([C@H]1CN1C3=C(C=CC=C23)C=C1)C)=O (7aR)-8,10a-dimethyl-7a,10a-dihydro-7H-oxazolo[4,5-c]pyrrolo[3,2,1-ij]quinolin-9(8H)-one